4-(5-bromothien-2-yl)-5,6-dinitrobenzene BrC1=CC=C(S1)C1=CC=CC(=C1[N+](=O)[O-])[N+](=O)[O-]